C(C1=CC=CC=C1)OC1=CC(=C(C=C1C)B(O)O)F (4-(benzyloxy)-2-fluoro-5-methylphenyl)boronic acid